tert-butyl 2-(3-(ethoxycarbonyl)-3-methylcyclobutyl)hydrazine-1-carboxylate C(C)OC(=O)C1(CC(C1)NNC(=O)OC(C)(C)C)C